C(\C=C/C(=O)O)(=O)O.C1=CC=CC=2SC3=CC=CC=C3NC12 10H-phenothiazine maleate